C(C1=CC=CC=C1)NC(=O)N1C(CCC2=CC=C(C=C12)CCN1CCN(CC1)C1=CC(=CC2=C1C=CS2)F)=O N-Benzyl-7-(2-(4-(6-fluorobenzothiophen-4-yl)piperazin-1-yl)ethyl)-2-oxo-3,4-dihydroQuinoline-1(2H)-carboxamide